C(#N)C1=CSC2=C1CC(CC2)N(C(OC(C)(C)C)=O)C tert-butyl N-(3-cyano-4,5,6,7-tetrahydrobenzothiophen-5-yl)-N-methyl-carbamate